OCC(=O)NCC=1SC(=CC1)C(CSC=1OC2=C(N1)C=C(C=C2)C)=O 2-hydroxy-N-((5-(2-((5-methylbenzo[d]oxazol-2-yl)thio)acetyl)thiophen-2-yl)methyl)acetamide